N-[4-[2-(2-aminoethoxy)ethylcarbamoyl]-3-chloro-phenyl]-5-[4-(cyanomethoxy)-2,3-difluorophenyl]-1-methyl-imidazole-2-carboxamide NCCOCCNC(=O)C1=C(C=C(C=C1)NC(=O)C=1N(C(=CN1)C1=C(C(=C(C=C1)OCC#N)F)F)C)Cl